OC1=C(C2=CC=CC=C2C=C1)C1(C2=CC=CC=C2C=2C=CC=CC12)C1=C(C=CC2=CC=CC=C12)O 9,9-bis(hydroxynaphthyl)fluorene